(R)-3-(7-Chloro-10-(3-(4-chloro-3,5-dimethylphenoxy)propyl)-4-methyl-1-oxo-6-(1,3,5-trimethyl-1H-pyrazol-4-yl)-3,4-dihydropyrazino[1,2-a]indol-2(1H)-yl)-1-naphthoic Acid ClC=1C=CC=2C(=C3N(C2C1C=1C(=NN(C1C)C)C)[C@@H](CN(C3=O)C=3C=C(C1=CC=CC=C1C3)C(=O)O)C)CCCOC3=CC(=C(C(=C3)C)Cl)C